O1CCN(CC1)CCC[Si](C1=C(C=C)C=CC=C1)(OCC)OCC 2-[(3-morpholinopropyl)diethoxysilyl]styrene